[Mg].P(OC1=CC=CC=C1)(OC(C1=C(C=C(C=C1C)C)C)=O)=O phenyl (2,4,6-trimethylbenzoyl) phosphonate magnesium salt